1-[3-(hydroxymethyl)cyclobutyl]-6-(4,4,5,5-tetramethyl-1,3,2-dioxaborolan-2-yl)-1,2,3,4-tetrahydro-1,8-naphthyridin-2-one OCC1CC(C1)N1C(CCC2=CC(=CN=C12)B1OC(C(O1)(C)C)(C)C)=O